(S)-3-(4-(2-(tert-Butoxy)-2-oxoethoxy)phenyl)-2-((tert-butoxycarbonyl)amino)propanoic acid C(C)(C)(C)OC(COC1=CC=C(C=C1)C[C@@H](C(=O)O)NC(=O)OC(C)(C)C)=O